C(C)(C)(C)OC(=O)N1CC(C1)CC=1C=CC(=C2C=C(N=CC12)Cl)C(C)C 3-((3-chloro-5-isopropylisoquinolin-8-yl)methyl)azetidine-1-carboxylic acid tert-butyl ester